3-chloro-9H-xanthen ClC=1C=CC=2CC3=CC=CC=C3OC2C1